(2S)-1-[(11Z,14Z)-eicosan-11,14-dien-1-yloxy]-N,N-dimethyl-3-(pentyloxy)propan-2-amine C(CCCCCCCCC\C=C/C\C=C/CCCCC)OC[C@H](COCCCCC)N(C)C